(S)-N-(5-(difluoromethoxy)-1H-pyrazol-3-yl)-3-(1-(tetrahydro-2H-pyran-4-yl)ethyl)-3H-[1,2,3]triazolo[4,5-b]pyridin-5-amine FC(OC1=CC(=NN1)NC1=CC=C2C(=N1)N(N=N2)[C@@H](C)C2CCOCC2)F